N-((6-bromo-5-chloro-1-(phenylsulfonyl)-1H-indol-2-yl)methyl)-1-methylcyclopropane-1-carboxamide BrC1=C(C=C2C=C(N(C2=C1)S(=O)(=O)C1=CC=CC=C1)CNC(=O)C1(CC1)C)Cl